Trifluoroethyl methyl carbonate C(OCC(F)(F)F)(OC)=O